(1R,5S,6R,Z)-N'-hydroxy-3-(5-methylpyridin-2-yl)-3-azabicyclo[3.1.0]Hexane-6-carboxamidine O\N=C(/N)\C1[C@H]2CN(C[C@@H]12)C1=NC=C(C=C1)C